ClC1=C(C(=O)NC(C(=O)O)CCN(CCCCC2=NC=3NCCCC3C=C2)C)C=CC=C1F 2-[(2-chloro-3-fluoro-benzoyl)amino]-4-[methyl-[4-(5,6,7,8-tetrahydro-1,8-naphthyridin-2-yl)butyl]amino]butanoic acid